FC=1C(=NC=C(C1)F)CC=1N(N=C(C1)C(F)(F)F)C1=CC=C(C=C1)C(F)(F)F 3,5-difluoro-2-[[5-(trifluoromethyl)-2-[4-(trifluoromethyl)phenyl]pyrazol-3-yl]methyl]pyridine